CC=1NN=C2C1OCCC1N2CCNC1 3-methyl-5,6,6a,7,9,10-hexahydro-2H,8H-pyrazino[1,2-d]pyrazolo[4,3-b][1,4]oxazepin